C(C)(C)(C)C=1C=C(CCC(=O)OCCSCCOC(CCC2=CC(=C(C(=C2)C(C)(C)C)O)C(C)(C)C)=O)C=C(C1O)C(C)(C)C Thiodiethylene bis(3,5-di-t-butyl-4-hydroxyhydrocinnamate)